O=C1NC(CC(N1)=O)=O (e)-2,4,6-trioxohexahydropyrimidine